ClC=1C=CC2=C(C1)OC(C=1N=C(SC12)N(C1CC(NC(C1)(C)C)(C)C)C)C 7-Chloro-N,4-dimethyl-N-(2,2,6,6-tetramethylpiperidin-4-yl)-4H-chromeno[3,4-d]thiazol-2-amine